C(CCCCCCCC=CCC=CCCCCC)(=O)N[C@@H](CCC(N)=O)C(=O)O N-(9,12-octadecadienoyl)glutamine